Cl.Cl.N[C@@H](CCCCN)C(=O)OCC ethyl L-lysinate dihydrochloride